(±)-4-methyloctanoic acid C[C@@H](CCC(=O)O)CCCC |r|